4-(3,5-difluorophenyl)-N-[(4S)-3,4-dihydro-2H-1-benzopyran-4-yl]-7-(morpholin-4-yl)thieno[3,2-d]pyrimidine-6-carboxamide FC=1C=C(C=C(C1)F)C=1C2=C(N=CN1)C(=C(S2)C(=O)N[C@H]2CCOC1=C2C=CC=C1)N1CCOCC1